BrC1=C(C(=O)OCC)C=CC(=C1)[N+](=O)[O-] ethyl 2-bromo-4-nitrobenzoate